5-bromo-3-(2,2-difluoroethyl)-1-methyl-1,3-dihydro-2H-imidazo[4,5-b]pyrazin-2-one BrC=1N=C2C(=NC1)N(C(N2CC(F)F)=O)C